C1(CC1)C1=C(C(=NO1)C1=C(C=NC=C1Cl)Cl)COC12CCC(CC1)(CC2)COC2=CC=NN2C 5-((4-((5-Cyclopropyl-3-(3,5-dichloropyridin-4-yl)isoxazol-4-yl)methoxy)bicyclo[2.2.2]octan-1-yl)methoxy)-1-methyl-1H-pyrazol